6,7-dichloro-3-(2-fluorobenzyl)-1,3,4,9-tetrahydro-[1,2,6]thiadiazino[4,3-g]indole 2,2-dioxide ClC=1C=2C(=CNC2C2=C(C1)CN(S(N2)(=O)=O)CC2=C(C=CC=C2)F)Cl